NCCCC[C@@H](C(=O)NC1=C(C=C(C=C1)C1=CC(=C(C=C1)N)C)C)NC([O-])=O (S)-(6-amino-1-((4'-amino-3,3'-dimethyl-[1,1'-biphenyl]-4-yl)amino)-1-oxohexan-2-yl)carbamate